2-methyl-3-(1-(3-(2H-1,2,3-triazol-2-yl)propyl)pyrrolidin-3-yl)-1H-indole-4-ol CC=1NC=2C=CC=C(C2C1C1CN(CC1)CCCN1N=CC=N1)O